FC=1C=C(CC=2C=3C4=C(C(NC4=CC2)=O)C=CC3)C=CC1CN1CCOCC1 6-(3-fluoro-4-(morpholinomethyl)benzyl)-2-oxobenzo[cd]indol